(S)-(2'-chloro-3-(3-(3-chloropyridin-2-yloxy)pyrrolidin-1-yl)biphenyl-4-yl)methanol ClC1=C(C=CC=C1)C1=CC(=C(C=C1)CO)N1C[C@H](CC1)OC1=NC=CC=C1Cl